C1(=CC=C(C=C1)CNC(CC)=O)C1=CC=CC=C1 N-(1,1'-biphenyl-4-ylmethyl)propionamide